ClC1=C(C=C2CNCC(C2=O)=CC2=C(C=CC(=C2)Cl)Cl)C=C(C=C1)Cl 3,5-bis(2,5-dichlorobenzylidene)-4-piperidone